BrC=1C=C(C=CC1)[C@H](C(=O)[O-])C1CCCCC1.O[C@@H]([C@@H]([NH3+])C1=CC=CC=C1)C1=CC=CC=C1 (1S,2R)-2-hydroxy-1,2-diphenylethan-1-aminium (2R)-(3-bromophenyl)(cyclohexyl)acetate